FC1=C2C=CN(C2=CC(=C1OC=1C=CC(=C(C1)C1=NC(=NN1CCO)C(C)C=1C(=C(C=CC1)CCC(=O)OCC)F)OCOC)F)COCC[Si](C)(C)C Ethyl 3-[3-[1-[5-[5-[4,6-difluoro-1-(2-trimethylsilylethoxymethyl)indol-5-yl]oxy-2-(methoxymethoxy)phenyl]-1-(2-hydroxyethyl)-1,2,4-triazol-3-yl] ethyl]-2-fluorophenyl]propanoate